FC=1C(=NC=C(C1)OC)N1C(C(N(C(C1)=O)CC1=CC=C(C=C1)C(F)(F)F)C1COC1)=O 1-(3-fluoro-5-methoxy-pyridin-2-yl)-3-(oxetan-3-yl)-4-(4-(trifluoromethyl)-benzyl)piperazine-2,5-dione